((1r,4r)-tert-butyl 4-((2-(5-(2-(diisopropylcarbamoyl)-4-fluorophenoxy) pyrimidin-4-yl)-2,7-diazaspiro[3.5]non-7-yl) methyl) cyclohexyl) carbamate C(N)(OC1(CCC(CC1)CN1CCC2(CN(C2)C2=NC=NC=C2OC2=C(C=C(C=C2)F)C(N(C(C)C)C(C)C)=O)CC1)C(C)(C)C)=O